(1S,6R)-3-(4-methoxybenzyl)-3,9-diazabicyclo[4.2.1]nonane-9-carboxylic acid tert-butyl ester C(C)(C)(C)OC(=O)N1[C@@H]2CN(CC[C@H]1CC2)CC2=CC=C(C=C2)OC